COC1=C(C=CC=C1[N+](=O)[O-])C=1OC2=C(N1)CN(C2)C(=O)[O-] 2-(2-Methoxy-3-nitrophenyl)-4,6-dihydro-5H-pyrrolo[3,4-d]oxazole-5-carboxylate